C(#N)C1=C(C=CC=C1)[C@H]([C@@H](C)C=1N(C(C(=C(N1)C(=O)NC=1C=NOC1)O)=O)CC)C=1C=NN(C1)C 2-((1S,2R)-1-(2-cyanophenyl)-1-(1-methyl-1H-pyrazol-4-yl)propan-2-yl)-1-ethyl-5-hydroxy-N-(isoxazol-4-yl)-6-oxo-1,6-dihydropyrimidine-4-carboxamide